1-(3-(2-methoxy-1H-imidazol-4-yl)pyridine-2-yl)-4-methylpiperazine COC=1NC=C(N1)C=1C(=NC=CC1)N1CCN(CC1)C